OC(C(=O)O)CCCCCC\C=C/CCCCCCCCCC hydroxygadoleic acid